(norbornadiene) rhodium (I) chloride [Rh]Cl.C12=CC=C(CC1)C2